6-(3-Isopropyl-5-(2-(oxetan-3-yl)octahydrocyclopenta[c]pyrrol-5-yl)-1H-indol-2-yl)-7,8-dimethyl-[1,2,4]triazolo[4,3-a]pyridin C(C)(C)C1=C(NC2=CC=C(C=C12)C1CC2C(CN(C2)C2COC2)C1)C=1C(=C(C=2N(C1)C=NN2)C)C